C1(CC1)CN1C(=CC=2C1=NC(=CC2)N2CCC(CC2)S(=O)(=O)C)C2=NN1C(C(=CC(=C1)C(=O)N1C[C@@H](CCC1)N)F)=C2C (3R)-1-{2-[1-(Cyclopropylmethyl)-6-(4-methanesulfonylpiperidin-1-yl)-1H-pyrrolo[2,3-b]pyridin-2-yl]-4-fluoro-3-methylpyrazolo[1,5-a]pyridine-6-carbonyl}piperidin-3-amine